[6-(5-cyclopropyl-4H-1,2,4-triazol-3-yl)-2-azaspiro[3.3]heptan-2-yl]-[6-[(5-fluoro-2-pyridyl)methyl]-2-azaspiro[3.3]heptan-2-yl]methanone C1(CC1)C=1NC(=NN1)C1CC2(CN(C2)C(=O)N2CC3(C2)CC(C3)CC3=NC=C(C=C3)F)C1